(2-((2-((4-(Pyrrolidin-3-yl)pyridin-2-yl)amino)pyridin-4-yl)amino)phenyl)dimethylphosphine N1CC(CC1)C1=CC(=NC=C1)NC1=NC=CC(=C1)NC1=C(C=CC=C1)P(C)C